FC(C1CC(C1)(O)C1=CC=2N=C(N=CC2S1)C1=CC=2C(N=C1)=NN(C2)C)F 3-(difluoromethyl)-1-(2-(2-methyl-2H-pyrazolo[3,4-b]pyridin-5-yl)thieno[3,2-d]pyrimidin-6-yl)cyclobutanol